N1(CCOCC1)C1=CC=C(C=C1)C1=CC=2C=NC=C(C2S1)C(=O)N 4-(morpholin-4-yl)phenylthieno[3,2-c]pyridine-7-carboxamide